[1,1'-biphenyl]-3,4',5-tricarboxaldehyde C1(=CC(=CC(=C1)C=O)C=O)C1=CC=C(C=C1)C=O